7-[(3R,4R)-3,4-dihydroxypyrrolidin-1-yl]-4-oxo-N-[3,3,4,4,4-pentafluorobutan-2-yl]-1-(2,4,6-trifluorophenyl)-1,4-dihydro-1,8-naphthyridine-3-carboxamide O[C@@H]1CN(C[C@H]1O)C1=CC=C2C(C(=CN(C2=N1)C1=C(C=C(C=C1F)F)F)C(=O)NC(C)C(C(F)(F)F)(F)F)=O